4,6-dinitro-cresol [N+](=O)([O-])C=1C=C(C(=C(C1)[N+](=O)[O-])O)C